N1(CCN(CCN(CC1)CC(=O)N)CC(=O)N)CC(=O)N 2,2',2''-(1,4,7-triazacyclononane-1,4,7-triyl)triacetamide